C1=CC=C2C(=C1)C(=O)OI2O The molecule is a benziodoxole compound having a hydroxy substituent at the 1-position and an oxo substituent at the 3-position. It is a tautomer of an ortho-iodosylbenzoic acid.